7-(2-amino-2,3-dihydro-1H-inden-5-yl)-3-((1-(5-benzyl-1-methyl-1H-pyrazole-4-carbonyl)-4-hydroxypiperidin-4-yl)methyl)imidazo[2,1-f][1,2,4]triazin-4(3H)-one formate C(=O)O.NC1CC2=CC=C(C=C2C1)C1=CN=C2C(N(C=NN21)CC2(CCN(CC2)C(=O)C=2C=NN(C2CC2=CC=CC=C2)C)O)=O